ON1N=NC2=C1C=CC=C2 L-1-hydroxybenzotriazole